COC(=O)C1=CC2=C(COCC3=C2C=CC=C3C=O)C=C1 8-formyl-5,7-dihydrodibenzo[c,e]oxepin-2-carboxylic acid methyl ester